COC1=C(C=C2C(=NC=NC2=C1)NC1=C(C=CC(=C1)C1=CSC=C1)OC)OC1CCNCC1 4-((7-methoxy-4-((2-methoxy-5-(thiophen-3-yl)phenyl)amino)quinazolin-6-yl)oxy)piperidin